NC1=NN2C(N=CC=C2)=C1C(=O)N[C@@H](C)C=1N(C(C=2C(=CC=C3C2C1CC3)C#CC=3C=NN(C3)CC(F)(F)F)=O)C3=CC=CC=C3 (S)-2-amino-N-(1-(1-oxo-2-phenyl-8-((1-(2,2,2-trifluoroethyl)-1H-pyrazol-4-yl)ethynyl)-1,2,4,5-tetrahydrocyclopenta[de]isoquinolin-3-yl)ethyl)pyrazolo[1,5-a]pyrimidine-3-carboxamide